NC1=NC=NC=2N(C3=C(C=C(C=C3C21)C2CC2)C)CC(=O)N2[C@@H]1C[C@@]1(C[C@H]2C(=O)NC2=NC(=CC=C2)Br)C (1R,3S,5R)-2-(2-(4-amino-6-cyclopropyl-8-methyl-9H-pyrimido[4,5-b]indol-9-yl)acetyl)-N-(6-bromopyridin-2-yl)-5-methyl-2-azabicyclo[3.1.0]hexane-3-carboxamide